(((4-(aminomethyl)-5-hydroxy-6-methylpyridin-3-yl)methoxy)(phenoxy)phosphorylamino)propionic acid 5,6,7,8-tetrahydronaphthalen-2-yl ester C1=C(C=CC=2CCCCC12)OC(C(C)N=P(=O)OC1=C(C=CC=C1)OCC=1C=NC(=C(C1CN)O)C)=O